ClC=1N=C(C2=C(N1)C=CS2)N2CCC(CC2)C(=O)NC2=CC=C(C=C2)OC 1-(2-Chlorothieno[3,2-d]pyrimidin-4-yl)-N-(4-methoxyphenyl)piperidine-4-carboxamide